tert-butyl (2S)-4-(3-iodo-1-methyl-indazol-6-yl)-2-methyl-piperidine-1-carboxylate IC1=NN(C2=CC(=CC=C12)C1C[C@@H](N(CC1)C(=O)OC(C)(C)C)C)C